1-(2-methoxy-17Z-tetracosenyl)-sn-glycero-3-phosphoserine CCCCCC/C=C\CCCCCCCCCCCCCCC(COC[C@H](COP(=O)(O)OC[C@@H](C(=O)O)N)O)OC